2-Ethyl 1-((3-ethoxy-3-oxopropanamido)methyl)cyclopentanecarboxylate C(C)OC(CC(=O)NCC1(CCCC1)C(=O)OCC)=O